N[C@@H](CN1C(C=2C=C3C(=CC2CC1)N(C(=N3)C=3N(C1=C(C=CC=C1C3)OCC3C(NCC3)=O)CC3CC3)C)=O)CF 6-((S)-2-amino-3-fluoropropyl)-2-(1-(cyclopropylmethyl)-7-((2-oxopyrrolidin-3-yl)methoxy)-1H-indol-2-yl)-1-methyl-1,6,7,8-tetrahydro-5H-imidazo[4,5-g]isoquinolin-5-one